N1([C@H]2[C@@H](CCC1)CNC2)C2=CC1=C(C[C@H](CO1)NC(=O)C1=C(C=3C(=NC(=CC3)C)S1)N)C=C2 N-[(3R)-7-[(4aS,7aS)-octahydro-1H-pyrrolo[3,4-b]pyridin-1-yl]-3,4-dihydro-2H-1-benzopyran-3-yl]-3-amino-6-methylthieno[2,3-b]pyridine-2-carboxamide